C(#N)C1=C(SC2=C1C(=C(C=C2)F)C=2C1=C(C=3C(=NC(=NC3C2F)S(=O)(=O)CC)OC)COC1)NC(OC(C)(C)C)=O tert-Butyl N-[3-cyano-4-(3-ethylsulfonyl-5-fluoro-1-methoxy-7,9-dihydrofuro[3,4-f]quinazolin-6-yl)-5-fluoro-benzothiophen-2-yl]carbamate